6-Methanesulfonyloxy-spiro[3.3]heptane-2-carboxylic acid methyl ester COC(=O)C1CC2(C1)CC(C2)OS(=O)(=O)C